ICC=1C2=CC=CC=C2C(=C2C=CC=CC12)CI 9,10-diiodomethylanthracene